(P)-1-(4-bromo-5-chloro-2-methoxyphenyl)-N-(4-methoxybenzyl)-2-oxo-N-(pyrimidin-2-yl)-1,2-dihydroquinoline-6-sulfonamide BrC1=CC(=C(C=C1Cl)N1C(C=CC2=CC(=CC=C12)S(=O)(=O)N(C1=NC=CC=N1)CC1=CC=C(C=C1)OC)=O)OC